5,6-bis-o-tolyloxy-1,3-diiminoisoindoline C1(=C(C=CC=C1)OC=1C=C2C(NC(C2=CC1OC1=C(C=CC=C1)C)=N)=N)C